azetidin-1-yl-prop-2-en-1-one N1(CCC1)C(C=C)=O